(3R,5S)-5-methyl-1-(8-trifluoromethyl-quinolin-5-yl)-piperidine-3-amine hydrochloride Cl.C[C@H]1C[C@H](CN(C1)C1=C2C=CC=NC2=C(C=C1)C(F)(F)F)N